((((1r,3r,6s)-6-(5-fluoropyrimidin-2-yl)bicyclo[4.1.0]hept-3-yl)oxy)methyl)-5-methylpyrrolidine-1-carboxylic acid isopropyl ester C(C)(C)OC(=O)N1C(CCC1C)CO[C@H]1C[C@H]2C[C@]2(CC1)C1=NC=C(C=N1)F